methyl 6-methoxy-4-morpholinonicotinate COC1=NC=C(C(=O)OC)C(=C1)N1CCOCC1